tert-butyl 4-[6-[[4-(3-isopropylimidazo[1,2-a]pyrazin-6-yl) pyrimidin-2-yl] amino]-3-pyridyl]-3-oxo-piperazine-1-carboxylate C(C)(C)C1=CN=C2N1C=C(N=C2)C2=NC(=NC=C2)NC2=CC=C(C=N2)N2C(CN(CC2)C(=O)OC(C)(C)C)=O